5-isopropyl-6,7-dihydro-5H-pyrrolo[1,2-b][1,2,4]triazole-2-carboxamide C(C)(C)C1CCC=2N1N=C(N2)C(=O)N